FC1([C@H](CC1)N1C=C(C(=CC1=O)NC1[C@@H]2CN(C[C@H]12)C)C(=O)N[C@H](C)C1=C(C(=CC=C1)C(F)F)F)F 1-((S)-2,2-difluorocyclobutyl)-N-((R)-1-(3-(difluoromethyl)-2-fluorophenyl)ethyl)-4-(((1R,5S,6S)-3-methyl-3-azabicyclo[3.1.0]hex-6-yl)amino)-6-oxo-1,6-dihydropyridine-3-carboxamide